ClC=1C=C(CNC2=NC(=NC3=CC=C(C=C23)C=2C(=NOC2C)C)C(=O)NC2CCN(CC2)C)C=CC1 4-((3-chlorobenzyl)amino)-6-(3,5-dimethylisoxazol-4-yl)-N-(1-methylpiperidin-4-yl)quinazoline-2-carboxamide